ClC1=NC(=C2N=CN(C2=N1)[C@@H]1SCCC1)NCC=1C=NC(=CC1)OC (2R,3R,4S)-2-[2-chloro-6-[(6-methoxy-3-pyridyl)methylamino]purin-9-yl]tetrahydrothiophene